N-isopropyl-5-((methylamino)methyl)-2-(methylthio)pyrimidin-4-amine C(C)(C)NC1=NC(=NC=C1CNC)SC